4-(pyridin-4-yl-7-(pyrimidin-4-yl)-5H-pyrrolo[3,2-d]pyrimidin-2-yl)morpholine N1=CC=C(C=C1)C=1C2=C(N=C(N1)N1CCOCC1)C(=CN2)C2=NC=NC=C2